C(C)(C)(C)OC(=O)N1C[C@@H](N(CC1)C(C1=C(C(=C(C(=C1)I)Br)F)F)=O)CO (3R)-4-(4-bromo-2,3-difluoro-5-iodobenzoyl)-3-(hydroxymethyl)piperazine-1-carboxylic acid tert-butyl ester